C1(=CC=C(C=C1)C1=C(C=CC=2C3=CC=CC=C3C(C12)(C1=CC=CC=C1)C1=CC=CC=C1)NC1=CC=C(C=C1)[Si](C1=CC=CC=C1)(C1=CC=CC=C1)C1=CC=CC=C1)C1=CC=CC=C1 ([1,1'-biphenyl]-4-yl)-9,9-diphenyl-N-(4-(triphenylsilyl)phenyl)-9H-fluoren-2-amine